1-Hexyl-3-butylpyridinium fluorid [F-].C(CCCCC)[N+]1=CC(=CC=C1)CCCC